ClC1=CC=C(N=N1)NC[C@@H]1NCCC1 (R)-6-Chloro-N-(pyrrolidin-2-ylmethyl)pyridazin-3-amine